NCCOCCOCCC(=O)NC1=C(C(=O)NC2=NN(C(=C2)C)C(C)C)C=CC=C1 2-(3-(2-(2-aminoethoxy)ethoxy)propionylamino)-N-(1-isopropyl-5-methyl-1H-pyrazol-3-yl)benzamide